BrC=1C=CC(=C(C1)NC(=O)C=1N(C(=CC1)CCCC1=CC=CC=C1)[C@@H](C)CC)C(F)(F)F N-[5-bromo-2-(trifluoromethyl)phenyl]-1-[(2S)-butane-2-yl]-5-(3-phenylpropyl)-1H-pyrrole-2-Carboxamide